C(C)OC(CCN(C(=O)C1=CC2=C(S1)C=C(C(=C2)OCCCOC=2C(=CC1=C(SC(=C1)OC(CCC=O)=O)C2)OC)OC)C)=O 6-(3-((2-((3-ethoxy-3-oxopropyl)(methyl)carbamoyl)-6-methoxybenzo[b]thiophen-5-yl)oxy)propoxy)-5-methoxybenzo[b]thiophen-2-yl-4-oxobutyrate